ClCC1=NC2=C(N1C[C@H]1OCC1)C=C(C=C2)C(=O)OC methyl (S)-2-(chloromethyl)-1-(oxetan-2-ylmethyl)-1H-benzo[d]imidazole-6-carboxylate